(R)-(1-(4-fluorophenyl)-6-((2-methyl-2H-1,2,3-triazol-4-yl)sulfonyl)-1,4,5,6,7,8-hexahydro-4aH-pyrazolo[3,4-g]isoquinolin-4a-yl)(4-(trifluoromethyl)pyridin-2-yl)methanone FC1=CC=C(C=C1)N1N=CC2=C1C=C1CCN(C[C@]1(C2)C(=O)C2=NC=CC(=C2)C(F)(F)F)S(=O)(=O)C2=NN(N=C2)C